bis[4-[4-aminophenoxy]phenyl]sulfone NC1=CC=C(OC2=CC=C(C=C2)S(=O)(=O)C2=CC=C(C=C2)OC2=CC=C(C=C2)N)C=C1